5-(4-(4-Aminopiperidin-1-yl)-2-fluoro-6-hydroxyphenyl)-1,2,5-thiadiazolidin-3-one 1,1-dioxide NC1CCN(CC1)C1=CC(=C(C(=C1)O)N1CC(NS1(=O)=O)=O)F